FC(C(=O)O)(F)F.N1CC(C1)N1C=C2C(=NN=C(C2=CC1=O)C)N[C@H](C)C1=C(C(=CC=C1)C(F)F)F (R)-6-(azetidin-3-yl)-4-((1-(3-(difluoromethyl)-2-fluorophenyl)ethyl)amino)-1-methylpyrido[3,4-d]pyridazin-7(6H)-one trifluoroacetate salt